ClC1=CC=C(C=C1)C1=C2C(=C(N=N1)N[C@@H]1COCC1)C=NC=C2 |r| 1-(4-chlorophenyl)-N-[rac-(3S)-tetrahydrofuran-3-yl]pyrido[3,4-d]pyridazin-4-amine